(2S,4R)-1-(2-(3-Acetyl-5-(2-methylpyrimidin-5-yl)-1H-indazol-1-yl)acetyl)-N-(3-bromo-2,4-difluorophenyl)-4-fluoropyrrolidine-2-carboxamide C(C)(=O)C1=NN(C2=CC=C(C=C12)C=1C=NC(=NC1)C)CC(=O)N1[C@@H](C[C@H](C1)F)C(=O)NC1=C(C(=C(C=C1)F)Br)F